6-(benzofuran-5-yl)-N-(5,6-difluoro-1H-indol-3-yl)-3,4-dihydroisoquinoline-2(1H)-carboxamide O1C=CC2=C1C=CC(=C2)C=2C=C1CCN(CC1=CC2)C(=O)NC2=CNC1=CC(=C(C=C21)F)F